6-methoxy-N'-((5-(2-methoxypyridin-4-yl)-2,3-dihydro-1H-inden-4-yl)carbamoyl)-6,7-dihydro-5H-pyrazolo[5,1-b][1,3]oxazine-3-sulfonimidamide COC1CN2C(OC1)=C(C=N2)S(=O)(N)=NC(NC2=C1CCCC1=CC=C2C2=CC(=NC=C2)OC)=O